C(C)(C)(C)OC(=O)N1C[C@@H]([C@H](C1)C=O)CC (3r,4r)-3-ethyl-4-formylpyrrolidine-1-carboxylic acid tert-butyl ester